(3-chloro-1-(methylthio)naphthalen-2-yl)boric acid ClC=1C(=C(C2=CC=CC=C2C1)SC)OB(O)O